tert-butyl (2-(4-((1-(difluoromethoxy)isoquinolin-5-yl)sulfonyl)piperazin-1-yl)-2-oxoethyl)carbamate FC(OC1=NC=CC2=C(C=CC=C12)S(=O)(=O)N1CCN(CC1)C(CNC(OC(C)(C)C)=O)=O)F